C(C1=CC=CC=C1)OC1=C(N2C(C3=CC(=CC=C13)OC1=CC=CC=C1)=NC=N2)C(=O)OC methyl 6-(benzyloxy)-9-phenoxy-[1,2,4]triazolo[5,1-a]isoquinoline-5-carboxylate